(4-amino-5-(2-methoxyethoxy)pyridin-2-yl)acetamide hydrochloride Cl.NC1=CC(=NC=C1OCCOC)CC(=O)N